NC1=NC=2C(C=3N1N=C(N3)C=3OC=CC3)=CN(N2)C(C(=O)N2CCN(CC2)C2=CC=C(C=C2)OCCOC)C2=CC=CC=C2 2-(5-amino-2-(furan-2-yl)-8H-pyrazolo[4,3-e][1,2,4]triazolo[1,5-c]pyrimidin-8-yl)-1-(4-(4-(2-methoxyethoxy)phenyl)piperazin-1-yl)-2-phenylethan-1-one